[14CH2]([C@H]([C@H]([C@@H]([C@H](C=O)O)O)O)O)O D-Glucose-6-14C